C(C)OC(=O)[C@H]1CNCCC1 (R)-3-piperidinecarboxylic acid ethyl ester